C(CC)N(C(C)=O)CCC N,N-di(n-propyl)acetamide